NC1=C(C(N(C2=C(C=CC=C12)C=1C(=NC=CC1)OC)C)=O)C(=O)NCCC 4-amino-8-(2-methoxy-3-pyridinyl)-1-methyl-2-oxo-N-propyl-quinoline-3-carboxamide